COC(=O)C1=CC2=C(N=C(S2)NC(=O)C2C(C3C=CC2C3)C(=O)O)C=C1 3-[(6-methoxycarbonyl-1,3-benzothiazol-2-yl)carbamoyl]bicyclo[2.2.1]hept-5-ene-2-carboxylic acid